C(N)(=O)[C@H]1N2C(N([C@H](CC1)C2)OS(=O)(=O)OC(C(=O)[O-])(C)CCC(C)(C)C)=O (((((1R,2S,5R)-2-carbamoyl-7-oxo-1,6-diazabicyclo[3.2.1]oct-6-yl) oxy) sulfonyl) oxy)-3,3-dimethylbutylpropionate